[Cu]=O.[Ni] Nickel-Copper-Oxide